C1(CC1)C1=C(C=CC=C1)[C@H]1N(CCC1)CC1CC2(C1)CCNCC2 (S)-2-((2-(2-cyclopropylphenyl)pyrrolidin-1-yl)methyl)-7-azaspiro[3.5]nonane